CS(=NC(=O)C1=C(N=C2N1C=CC=C2)COC2=CC=C(C=C2)C2=NN(C=C2C2=CC=NC=C2)C)(=O)C N-[dimethyl(oxo)-λ6-sulfanylidene]-2-[[4-[1-methyl-4-(4-pyridyl)pyrazol-3-yl]phenoxy]methyl]imidazo[1,2-a]pyridine-3-carboxamide